CN(C1=CC=C(C=C1)NC1=CC=C(CN(C(C(C)(C)C)=O)O)C=C1)C N-(4-((4-(dimethylamino)phenyl)amino)benzyl)-N-hydroxypivalamide